FCC(C)O 1-Fluoropropan-2-ol